2-methyl-acrylic acid-4-aminobutyl ester NCCCCOC(C(=C)C)=O